N1C=C(C2=CC=CC=C12)CCN1[C@@H](CCC1)C(C)(C)O 2-[(2S)-1-[2-(1H-indol-3-yl)ethyl]pyrrolidin-2-yl]propan-2-ol